1-hexylbenzotriazol C(CCCCC)N1N=NC2=C1C=CC=C2